FC(C(=O)O)(F)F.NC=1C=2N(C=C(N1)C(F)(F)F)C(=CN2)C=2C=C(C=CC2C([2H])([2H])[2H])C(C(F)(F)F)(C(C)(O)C)O 2-(3-(8-Amino-6-(trifluoromethyl)imidazo[1,2-a]pyrazin-3-yl)-4-(methyl-d3)phenyl)-1,1,1-trifluoro-3-methylbutane-2,3-diol trifluoroacetate salt